1'-(3-fluoro-4-methylbenzenesulfonyl)-1',2'-dihydrospiro[cyclopentane-1,3'-indole] FC=1C=C(C=CC1C)S(=O)(=O)N1CC2(C3=CC=CC=C13)CCCC2